ClC1=C2C(=NC=C1C1=C(C(=CC=C1)C(N(C)C)=O)F)NC[C@@]21C[C@@](CC1)(C(=O)N)C (1S,3R)-4'-Chloro-5'-(3-(dimethylcarbamoyl)-2-fluorophenyl)-3-methyl-1',2'-dihydrospiro[cyclopentane-1,3'-pyrrolo[2,3-b]pyridine]-3-carboxamide